2-[2-(1-piperidinyl)ethoxy]ethyl-N-methyl-N-(sec-butyl)-amine N1(CCCCC1)CCOCCN(C(C)CC)C